1-(5-Fluoro-3-(4-(cyclopentylcarbonyl)piperazine-1-carbonyl)benzyl)quinazoline-2,4(1H,3H)-dione FC=1C=C(C=C(CN2C(NC(C3=CC=CC=C23)=O)=O)C1)C(=O)N1CCN(CC1)C(=O)C1CCCC1